5-bromo-6-hydrazino-N-(4-methoxybenzyl)-N-(1-methylcyclopropyl)pyridin-3-sulfonamide BrC=1C=C(C=NC1NN)S(=O)(=O)N(C1(CC1)C)CC1=CC=C(C=C1)OC